(2-naphthyl)porphyrin C1=C(C=CC2=CC=CC=C12)C1=C2NC(=C1)C=C1C=CC(=N1)C=C1C=CC(N1)=CC=1C=CC(N1)=C2